(3S,4S)-8-(7-Bromobenzo[d]isoxazol-3-yl)-3-methyl-2-oxa-8-azaspiro[4.5]decane BrC1=CC=CC=2C(=NOC21)N2CCC1(C[C@@H](OC1)C)CC2